indenothiophene S1CC=C2C1=CC=1C=CC=CC12